C1(=CC=CC=C1)OC([C@H]([C@@H](C1=CC=C(C=C1)Cl)NC(=O)OC(C)(C)C)C)=O (2S,3S)-3-((tert-Butoxycarbonyl)amino)-3-(4-chlorophenyl)-2-methylpropanoic acid phenyl ester